C1(CC1)C(C1CC1)NC(=O)C=1NC(=NN1)C=1C=C(C=CC1)C=1OC(=CN1)C(=O)N[C@@H](C(C)C)C(=O)OCC ethyl (2-(3-(5-((dicyclopropylmethyl)carbamoyl)-4H-1,2,4-triazol-3-yl)phenyl)oxazole-5-carbonyl)-L-valinate